(E)-3-fluoro-4-((4-nitrophenyl)diazenyl)phenol FC=1C=C(C=CC1\N=N\C1=CC=C(C=C1)[N+](=O)[O-])O